manganese(II) acetate hydrate O.C(C)(=O)[O-].[Mn+2].C(C)(=O)[O-]